Methyl (Z)-3-methyl-4-(4-oxo-2-((((4-(1-(4-(trifluoromethoxy)phenyl)-1H-1,2,4-triazol-3-yl)phenoxy)methyl)carbamoyl)imino)thiazolidin-3-yl)benzoate CC=1C=C(C(=O)OC)C=CC1N1/C(/SCC1=O)=N/C(NCOC1=CC=C(C=C1)C1=NN(C=N1)C1=CC=C(C=C1)OC(F)(F)F)=O